C(C)(C)(C)N1N=C(C=C1NC=1C=2N(C=CN1)N=C(C2)C)C2CC(CC2)CC(=O)O 2-(3-(1-(tert-butyl)-5-((2-methylpyrazolo[1,5-a]pyrazin-4-yl)amino)-1H-pyrazol-3-yl)cyclopentyl)acetic acid